C1CC12CNCC2O 5-azaspiro[2.4]Heptane-7-ol